rhodium tetrafluoro-borate F[B-](F)(F)F.[Rh+3].F[B-](F)(F)F.F[B-](F)(F)F